C(C)OC([C@H](CCC1=CC=CC=C1)N(C(=O)OC(C)(C)C)C(CC(CO)C)=O)=O (2S)-2-[N-(tert-Butoxycarbonyl)-4-hydroxy-3-methylbutanoylamino]-4-phenylbutanoic acid ethyl ester